BrC=1C=NN(C1)CC1CC2(CN(C2)C(=O)OC(C)(C)C)C1 tert-butyl 6-[(4-bromopyrazol-1-yl)methyl]-2-azaspiro[3.3]heptane-2-carboxylate